C1OCCC12CCN(CC2)C=2C1=C(N=CN2)NC(=C1)C1=CC=C(C=C1)NC(=O)C1=NC=CC(=C1)CN1C[C@@H](CCC1)N (R)-N-(4-(4-(2-oxa-8-azaspiro[4.5]decan-8-yl)-7H-pyrrolo[2,3-d]pyrimidin-6-yl)phenyl)-4-((3-aminopiperidin-1-yl)methyl)pyridine-2-carboxamide